di-undecyl-dimethyl-ammonium bisulfate S([O-])(O)(=O)=O.C(CCCCCCCCCC)[N+](C)(C)CCCCCCCCCCC